N-(2-(dimethylamino)ethyl)-1-hydroxy-N,6,6,9-tetramethyl-3-pentyl-6a,7,8,10a-tetrahydro-6H-benzo[c]chromene-2-carboxamide CN(CCN(C(=O)C=1C(=C2C3C(C(OC2=CC1CCCCC)(C)C)CCC(=C3)C)O)C)C